N-[(2-Amino-3-pyridyl)sulfonyl]-6-(2-hydroxy-3-methylphenyl)-2-[(4S)-2,2,4-trimethylpyrrolidin-1-yl]pyridin-3-carboxamid NC1=NC=CC=C1S(=O)(=O)NC(=O)C=1C(=NC(=CC1)C1=C(C(=CC=C1)C)O)N1C(C[C@@H](C1)C)(C)C